2-methyl-[1,2,4]triazolo[1,5-a]pyrimidin-6-amine HCl salt Cl.CC1=NN2C(N=CC(=C2)N)=N1